dibromo-5,5-dimethylhydantoin BrN1C(N(C(C1=O)(C)C)Br)=O